methyl (2S)-2-[(2S)-2-[(2S)-2-[(2S)-2-{[1-(4-tert-butylphenyl) pyrazol-4-yl]formamido}propanamido]-4-methylpentanamido]-6-(diethylamino)hexanamido]-3-hydroxypropanoate C(C)(C)(C)C1=CC=C(C=C1)N1N=CC(=C1)C(=O)N[C@H](C(=O)N[C@H](C(=O)N[C@H](C(=O)N[C@H](C(=O)OC)CO)CCCCN(CC)CC)CC(C)C)C